C1=CC(=C(C=C1C(F)(F)F)C(F)(F)F)Br 2,4-bis(trifluoromethyl)bromobenzene